N=1C=NN2C1C=C(C=C2)OC2=CC(=C(C=C2C)NC2=NC=NC1=CC=C(C=C21)NC(C=CCN(C)C)=O)C(C)(C)O N-(4-((4-([1,2,4]triazolo[1,5-a]pyridin-7-yloxy)-2-(2-hydroxypropane-2-yl)-5-methylphenyl)amino)quinazolin-6-yl)-4-(dimethylamino)but-2-enamide